2,2,5,5-tetramethylpyrrolidine-3-carboxamide CC1(NC(CC1C(=O)N)(C)C)C